ClC1=CC=C(C(=O)NN=CC2=CC=CC=C2)C=C1 Benzaldehyde-4-chlorobenzoyl hydrazone